6-(2,6-Dimethylphenylimino)ethyl-2-acetylpyridin CC1=C(C(=CC=C1)C)N=CCC1=CC=CC(=N1)C(C)=O